N-cyclopropyl-3-iodo-1-(4-methoxybenzyl)-1H-pyrazolo[4,3-c]pyridin-4-amine C1(CC1)NC1=NC=CC2=C1C(=NN2CC2=CC=C(C=C2)OC)I